BrC=1C(=NN(C(C1)=O)CC(=O)O)C(C)C 2-(4-bromo-3-isopropyl-6-oxo-pyridazin-1-yl)acetic acid